3-(5-((2-fluoro-4-morpholinobenzyl)amino)-2-methyl-4-oxoquinazolin-3(4H)-yl)piperidine-2,6-dione FC1=C(CNC2=C3C(N(C(=NC3=CC=C2)C)C2C(NC(CC2)=O)=O)=O)C=CC(=C1)N1CCOCC1